CC=1NC(=C(C(C1C(C)=O)C1=C(C=CC=C1)[N+](=O)[O-])C(C)=O)C 2,6-dimethyl-3,5-diacetyl-4-(2'-nitrophenyl)-1,4-dihydropyridine